2-oxazolinyl-bromobenzene 2-(Trimethylsilyl)ethyl-(6S,10R)-9-methyl-6,9,10,11-tetrahydro-2H-6,10-methanoazonino[4,5,6-cd]indole-7-carboxylate C[Si](CCOC(=O)C1=CC2=C3C=4CN=C3C[C@H](C2C)C[C@@H]1N=CC4)(C)C.O4C(=NCC4)C4=C(C=CC=C4)Br